ClC1=C(C(=C(C(=C1F)F)F)F)S(=O)(=O)N(CC(=O)OC(C)(C)C)CC=1C(=NC=CC1)C tert-butyl N-((2-chloro-3,4,5,6-tetrafluorophenyl)sulfonyl)-N-((2-methylpyridin-3-yl)methyl)glycinate